C(=O)[O-].C(=O)[O-].[Al+2] aluminum diformate